tert-butyl {2-[(2-hydroxyethanesulfonyl)amino]ethyl}carbamate OCCS(=O)(=O)NCCNC(OC(C)(C)C)=O